C(C)S(=O)(SCCC)=O S-propyl ethanethiosulfonate